ClC=1C=C(C=CC1C1=C2C=C(NC2=C(C(=C1)C=1CN(CCC1)C(C(C)C)=O)F)C(N(C)C)=O)N1CCN(CC1)C(=O)OC(C)(C)C Tert-butyl 4-(3-chloro-4-(2-(dimethylcarbamoyl)-7-fluoro-6-(1-isobutyryl-1,2,5,6-tetrahydropyridin-3-yl)-1H-indol-4-yl)phenyl)piperazine-1-carboxylate